NC1=C(C2=C(S1)CSC21CN(C1)C1=C2N=CN(C2=NC(=N1)OC[C@H]1N(CCC1)C)C(C)C=1C=NC=CC1)C#N 2-amino-1'-[2-[[(2S)-1-methylpyrrolidin-2-yl]methoxy]-9-[1-(3-pyridyl)ethyl]purin-6-yl]spiro[6H-thieno[3,4-b]thiophene-4,3'-azetidine]-3-carbonitrile